FC(C1=C(C[C@@H]2C(N(CCC2)C2=NC(=NN2COCC[Si](C)(C)C)C2=CN=NC=C2)=O)C=CC(=C1)F)F |r| racemic-3-(2-(difluoromethyl)-4-fluorobenzyl)-1-(3-(pyridazin-4-yl)-1-((2-(trimethylsilyl)ethoxy)methyl)-1H-1,2,4-triazol-5-yl)piperidin-2-one